ClC1=CC(=C(C(=C1)CC1=C(C=CC(=C1)C)O)O)CC1=C(C=CC(=C1)C)O 4-Chloro-2,6-bis[(2-hydroxy-5-methylphenyl)methyl]phenol